[Al].[Y].[W] tungsten-yttrium-aluminum